4-(bromomethyl)-2'-cyano-1,1'-biphenyl BrCC1=CC=C(C=C1)C1=C(C=CC=C1)C#N